ClC1=C(C=C(C=C1)N1[C@H](COCC1)C)F (S)-4-(4-chloro-3-fluorophenyl)-3-methylmorpholine